tert-butyl 6-((trimethylsilyl)ethynyl)-3,4-dihydroisoquinoline-2(1H)-carboxylate C[Si](C)(C)C#CC=1C=C2CCN(CC2=CC1)C(=O)OC(C)(C)C